5-amino-(2,6-difluorobenzyl)-1H-1,2,3-triazole-4-carboxamide NC1=C(N=NN1CC1=C(C=CC=C1F)F)C(=O)N